FC(CC=1CN(CC1)C(=O)OCCCC)(F)F butyl 3-(2,2,2-trifluoroethyl)-2,5-dihydropyrrole-1-carboxylate